tert-butyl N-(4-iodo-2,3-dihydrobenzofuran-7-yl)carbamate IC1=CC=C(C2=C1CCO2)NC(OC(C)(C)C)=O